Ethyl 2,2-dimethyl-3-(((8-methyl-1,4-dioxaspiro[4.5]decan-8-yl)methyl)amino)propanoate CC(C(=O)OCC)(CNCC1(CCC2(OCCO2)CC1)C)C